1-Butyl-3-((1s,4s)-4-((5,5-dimethyl-2,4-dioxo-3-((2-(trimethylsilyl)ethoxy)methyl)imidazolidin-1-yl)methyl)cyclohexyl)pyrimidine-2,4,6(1H,3H,5H)-trione C(CCC)N1C(N(C(CC1=O)=O)C1CCC(CC1)CN1C(N(C(C1(C)C)=O)COCC[Si](C)(C)C)=O)=O